C(C=C)(=O)OCC(COC(C=C)=O)(COCC(COC(C=C)=O)(COC(C=C)=O)CO)CO dipentaerythritol tetraacrylate